CNC(=O)C1=CN=CC=C1 N'-methylnicotinamide